CN1[C@@H]([C@H](CC1=O)C(=O)NCCNC(=O)C1CCC2(CCN(CC2)CCCC(=O)OC(C)(C)C)CC1)C=1C=NC=CC1 tert-Butyl 4-(9-((2-((2S,3S)-1-methyl-5-oxo-2-(pyridin-3-yl)pyrrolidine-3-carboxamido)ethyl)carbamoyl)-3-azaspiro[5.5]undecan-3-yl)butanoate